FC(CCCC1=C(C=CC(=C1)OC)S(=O)(=O)N)C (4-fluoropentyl)-4-methoxybenzenesulfonamide